COC(CCCCCCC=CC=CCC)OC 13,13-dimethoxy-3,5-tridecadiene